C(C)(=O)NC1OC2=C(OC1)C=C(C=C2)CCNC(C)=O 3-acetylamino-7-(N-acetyl-2'-aminoethyl)-1,4-benzodioxane